N-(6-(3-(2,3-dihydro-1H-indene-5-sulfonamido)-2,6-difluorophenyl)quinazolin-2-yl)pivalamide C1CCC2=CC(=CC=C12)S(=O)(=O)NC=1C(=C(C(=CC1)F)C=1C=C2C=NC(=NC2=CC1)NC(C(C)(C)C)=O)F